FC1=C(N)C=C(C(=C1F)N1[C@@H]2CO[C@H](C1)C2)F 2,3,5-Trifluoro-4-[(1S,4S)-2-oxa-5-azabicyclo[2.2.1]heptan-5-yl]aniline